3-[[4-hydroxy-1-[(3R,4R)-1-(3-methylisothiazole-4-carbonyl)-3-phenyl-piperidine-4-carbonyl]-4-piperidinyl]methyl]pyrido[3,2-d]pyrimidin-4-one OC1(CCN(CC1)C(=O)[C@H]1[C@@H](CN(CC1)C(=O)C=1C(=NSC1)C)C1=CC=CC=C1)CN1C=NC2=C(C1=O)N=CC=C2